CO[Si](CCCSSSSCCC[Si](OC)(OC)OC)(OC)OC bis-(3-trimethoxysilylpropyl)tetrasulfide